2-(tert-butyl)-N-(4-(methylsulfonyl)but-3-en-2-yl)-4-phenoxypyrimidine-5-carboxamide C(C)(C)(C)C1=NC=C(C(=N1)OC1=CC=CC=C1)C(=O)NC(C)C=CS(=O)(=O)C